((2-(Benzyloxy)-5-chloro-4-methylphenyl)sulfonyl)-L-proline C(C1=CC=CC=C1)OC1=C(C=C(C(=C1)C)Cl)S(=O)(=O)N1[C@@H](CCC1)C(=O)O